1-cyclopropyl-3-[4-deuterio-1-(2-fluoroprop-2-enoyl)-2,3-dihydroquinolin-4-yl]-7-[[1-(2-hydroxyethyl)pyrazol-4-yl]amino]-4H-pyrimido[4,5-d]pyrimidin-2-one C1(CC1)N1C(N(CC=2C1=NC(=NC2)NC=2C=NN(C2)CCO)C2(CCN(C1=CC=CC=C21)C(C(=C)F)=O)[2H])=O